C(C)(C)(C)OC(=O)N1CC(C1)N1CCC(CC1)C1=C(C(=CC=C1)C=1OC(N(N1)CC1=NC=C(C=C1)C=1OC(=NN1)C(F)F)=O)F 3-[4-[3-[4-[[5-[5-(difluoromethyl)-1,3,4-oxadiazol-2-yl]-2-pyridinyl]methyl]-5-oxo-1,3,4-oxadiazol-2-yl]-2-fluoro-phenyl]-1-piperidinyl]azetidine-1-carboxylic acid tert-butyl ester